6-(1H-pyrrolo[2,3-b]pyridin-3-yl)quinazolin-4-amine N1C=C(C=2C1=NC=CC2)C=2C=C1C(=NC=NC1=CC2)N